FC=1C=C2[C@H]([C@@H](C(OC2=CC1)(C)C)O)NC(=O)C=1C=C2[C@@H](CCC2=CC1)N1C(NC(CC1=O)(C)C)=N (3R)-N-[(3S,4R)-6-fluoro-3-hydroxy-2,2-dimethyl-chroman-4-yl]-3-(2-imino-4,4-dimethyl-6-oxo-hexahydropyrimidin-1-yl)indane-5-carboxamide